2-methoxy-5-[[2-oxo-2-[(2R,5S)-5-methyl-2-[2-[(1R)-2-(dimethylamino)-1-methyl-ethyl]-1,3-benzothiazol-5-yl]-1-piperidyl]acetyl]amino]pyridine-3-carboxamide COC1=NC=C(C=C1C(=O)N)NC(C(N1[C@H](CC[C@@H](C1)C)C=1C=CC2=C(N=C(S2)[C@@H](CN(C)C)C)C1)=O)=O